O=C1NC(CCC1N1C(C2=CC=C(C=C2C1)CNC(=O)C1=CC2=C(O1)C(C1=CC=CC=C1C2=O)=O)=O)=O N-((2-(2,6-dioxopiperidin-3-yl)-1-oxoisoindolin-5-yl)methyl)-4,9-dioxo-4,9-dihydronaphtho[2,3-b]furan-2-carboxamide